2-(3,4-dihydroxy-6-nitrophenyl)ethylamine OC=1C=C(C(=CC1O)[N+](=O)[O-])CCN